(1R,2R,5E,9Z)-1,5,9-trimethyl-12-propan-2-yl-15-oxabicyclo[10.2.1]pentadeca-5,9-dien-2-ol C[C@]12[C@@H](CC\C(=C\CC\C(=C/CC(CC1)(O2)C(C)C)\C)\C)O